C(C)(=O)OCC1=NC(=CC(=N1)C1=NN(C2=CC=C(C=C12)O[C@@H](CCNC(=O)OCC1=CC=CC=C1)C)C1OCCCC1)N1C[C@@H](CC1)OC [4-[5-[(1R)-3-(benzyloxycarbonylamino)-1-methyl-propoxy]-1-tetrahydropyran-2-yl-indazol-3-yl]-6-[(3R)-3-methoxypyrrolidin-1-yl]pyrimidin-2-yl]methyl acetate